Oxetan-3-yl ((4-nitrophenoxy)(phenoxy)phosphoryl)-L-alaninate [N+](=O)([O-])C1=CC=C(OP(=O)(OC2=CC=CC=C2)N[C@@H](C)C(=O)OC2COC2)C=C1